methyl 2-((2R)-2-methyl-5-(2-methylbenzo[d]thiazol-5-yl)morpholino)-2-oxoacetate C[C@H]1OCC(N(C1)C(C(=O)OC)=O)C=1C=CC2=C(N=C(S2)C)C1